2,4,6-triisopropylphenylethylmagnesium C(C)(C)C1=C(C(=CC(=C1)C(C)C)C(C)C)CC[Mg]